4'-hydroxy-2,4-diaminoazobenzene OC1=CC=C(C=C1)N=NC1=C(C=C(C=C1)N)N